FC(C)(F)C=1C=C(C=CC1)NC(=O)C=1N=C(OC1C)C1=CC(=C(C=C1)OC(F)F)C1=NC=CC=C1 N-(3-(1,1-difluoroethyl)phenyl)-2-(4-(difluoromethoxy)-3-(pyridin-2-yl)phenyl)-5-methyloxazole-4-carboxamide